ClC1=CC(=C(O/C(/C(=O)O)=C\C(=O)O)C=C1)OC 2-(4-chloro-2-methoxyphenoxy)fumaric acid